C(C)OC(COC1=CC=C(C=C1)C1C(CCC2=CC(=CC=C12)O)C1=CC=CC=C1)OCC 2-cis-1-[4-(2,2-diethoxyethoxy)phenyl]-2-phenyl-tetrahydronaphthalen-6-ol